C1(=CCC1)C=1C(=C2C=NN(C2=CC1C(F)(F)F)C1OCCCC1)B(O)O (5-(cyclobut-1-en-1-yl)-1-(tetrahydro-2H-pyran-2-yl)-6-(trifluoromethyl)-1H-indazol-4-yl)boronic acid